CNC(C1=NC=C(C=C1)N1CC2(C1)CN(C2)CC=2C=C1NC(C(=NC1=CC2)C(F)(F)F)=O)=O N-methyl-5-(6-((3-oxo-2-(trifluoromethyl)-3,4-dihydroquinoxalin-6-yl)methyl)-2,6-diazaspiro[3.3]heptan-2-yl)picolinamide